ClC=1C=C(C=C(C1C1CC1)C1=C(C=2N=C(N=C(C2C=N1)N1CC2(CCO2)CCC1)OC[C@]12CCCN2C[C@@H](C1)F)F)O 3-Chloro-4-cyclopropyl-5-(8-fluoro-2-(((2R,7aS)-2-fluorotetrahydro-1H-pyrrolizin-7a(5H)-yl)methoxy)-4-(1-oxa-6-azaspiro[3.5]nonan-6-yl)pyrido[4,3-d]pyrimidin-7-yl)phenol